CC(C)(C)SN (S)-2-methyl-2-propanesulfenamide